dibenzyl ethylenediamine diacetate C(C)(=O)O.C(C)(=O)O.C(C1=CC=CC=C1)NCCNCC1=CC=CC=C1